C(#N)C=1C=C(C(=O)OC)C=CC1N1[C@@H]2C[C@H]([C@H](C1)C2)OCC=2C(=NOC2C2CC2)C2=C(C=CC=C2Cl)Cl methyl 3-cyano-4-[(1S,4S,5R)-5-[[5-cyclopropyl-3-(2,6-dichlorophenyl)-1,2-oxazol-4-yl]methoxy]-2-azabicyclo[2.2.1]heptan-2-yl]benzoate